3-fluoro-3'-deoxythymidine FN1C(N([C@H]2CC[C@@H](CO)O2)C=C(C1=O)C)=O